lithium 4-bromo-7-fluoro-5-methyl-1-tosyl-1H-indole-2-sulfinate BrC1=C2C=C(N(C2=C(C=C1C)F)S(=O)(=O)C1=CC=C(C)C=C1)S(=O)[O-].[Li+]